1-hydroxyethyl α-chloroacrylate ClC(C(=O)OC(C)O)=C